Cyclopropyl (1R,3S)-3-(2,2-dichlorovinyl)-2,2-dimethylcyclopropane-1-carboxylate ClC(=C[C@H]1C([C@@H]1C(=O)OC1CC1)(C)C)Cl